4-(4-chlorothien-2-yl)thiazole ClC=1C=C(SC1)C=1N=CSC1